COC(=O)N1CC2=C(CC1)N(N=C2N)C(=O)C2CCNC1=CC=CC=C21.FC2=CC=C(OC1=CC=C(C=C1)C1=CC(=CC(=N1)C(=O)N)N(C1=CC=CC=C1)C)C=C2 6-(4-(4-fluorophenoxy)phenyl)-4-(methyl-(phenyl)amino)picolinamide methyl-3-amino-1-(1,2,3,4-tetrahydro-quinoline-4-carbonyl)-6,7-dihydro-1H-pyrazolo[4,3-c]pyridine-5(4H)-carboxylate